BrC1=C(C=C(C#N)C=C1F)F 4-bromo-3,5-difluorobenzonitrile